6-azaspiro[3.5]nonane hydrochloride Cl.C1CCC12CNCCC2